N,7-dibenzyl-7H-purine-6-amine C(C1=CC=CC=C1)NC1=C2N(C=NC2=NC=N1)CC1=CC=CC=C1